C(C1=CC=CC=C1)OC1=CC(=C(C=C1F)B1OC(C(O1)(C)C)(C)C)OC 2-(4-(benzyloxy)-5-fluoro-2-methoxyphenyl)-4,4,5,5-tetramethyl-1,3,2-dioxaborolane